2'-(2-Chloropyrimidin-4-yl)-5',6'-dihydrospiro[cyclopropane-1,7'-pyrrolo[3,2-c]pyridin]-4'(1'H)-one ClC1=NC=CC(=N1)C1=CC=2C(NCC3(C2N1)CC3)=O